3-hexadecyl-tetrahydrofuran-2,5-dione C(CCCCCCCCCCCCCCC)C1C(OC(C1)=O)=O